CNCCCOCC=1C=C(C=CC1)C(C)NC1=C2C=C(C(N(C2=NC=C1)CCCCCC=O)=O)N1CCOCC1 6-(5-((1-(3-((3-(methylamino)propoxy)methyl)phenyl)ethyl)amino)-3-morpholino-2-oxo-1,8-naphthyridin-1(2H)-yl)hexanal